cis-11,12-methylene-pentadecanoic acid C1C(CCCCCCCCCC(=O)O)C1CCC